CC1=C(C(=O)[Na])C(=CC(=C1)C)C 2,4,6-trimethylbenzoyl-sodium